7-methoxy-4-(1-methyl-3-phenyl-1H-pyrazol-4-yl)quinazolin-6-yl 2,4-dimethylpiperazine-1-carboxylate CC1N(CCN(C1)C)C(=O)OC=1C=C2C(=NC=NC2=CC1OC)C=1C(=NN(C1)C)C1=CC=CC=C1